cyclopentane-1-carboxylate hydrochloride Cl.C1(CCCC1)C(=O)O